tert-butyl 1-(2-bromophenyl)ethylcarbamate BrC1=C(C=CC=C1)C(C)NC(OC(C)(C)C)=O